benzotriazole compound with nitrite N(=O)O.N1N=NC2=C1C=CC=C2